O1COC2=C1C=CC(=C2)C=2C=C(C=CC2)NC(=O)NC2=CC=C(C=C2)Cl 1-[3-(2H-1,3-benzodioxol-5-yl)phenyl]3-(4-chlorophenyl)urea